1,3-bis(alpha-hydroxyhexafluoroisopropyl)benzene OC(C(F)(F)F)(C(F)(F)F)C1=CC(=CC=C1)C(C(F)(F)F)(C(F)(F)F)O